[methyl-oxo-[(1R)-1,2,2,7-tetrafluoro-3-oxo-indan-4-yl]-λ6-sulfanylidene]cyanamide CS(C1=C2C(C([C@@H](C2=C(C=C1)F)F)(F)F)=O)(=O)=NC#N